nitro-o-methylacetanilide acetate C(C)(=O)O.[N+](=O)([O-])CC(=O)NC1=C(C=CC=C1)C